[Cl-].C(C=C)(=O)OCC[N+](C)(C)C (Acryloyloxy)ethyltrimethylammonium chloride